ClC=1C=CC(=C(C1)[C@@H]1[C@H](C1)C(=O)NC1=NC=CC(=C1)NCC=1N=C2N(C=C(C=C2)C2CC2)C1)[N+](=O)[O-] |r| rac-(1S*,2S*)-2-(5-chloro-2-nitrophenyl)-N-(4-(((6-cyclopropylimidazo[1,2-a]pyridin-2-yl)methyl)amino)pyridin-2-yl)cyclopropane-1-carboxamide